4-(6-Cyanopyridin-3-yl)piperazine-1-carboxylic acid tert-butyl ester C(C)(C)(C)OC(=O)N1CCN(CC1)C=1C=NC(=CC1)C#N